(R)-1-(4-chlorobenzyl)-3-(4-(1-(methylsulfonyl)pyrrolidin-3-yl)phenyl)urea ClC1=CC=C(CNC(=O)NC2=CC=C(C=C2)[C@@H]2CN(CC2)S(=O)(=O)C)C=C1